The molecule is a scalarane sesterterpenoid lactone, a metabolite of marine sponges of the family Thorectidae (order dictyoceratida). It has a role as a metabolite. CC(=O)O[C@H]1C[C@@H]2[C@]3(CCCC([C@@H]3CC[C@]2([C@H]4[C@]1([C@H]5[C@@H](OC(=O)C5=CC4)O)C)C)(C)C)C